(S,E)-methyl 6-(5-bromothiophene-3-carboxamido)-7-(1-(2-(2-adamantylamino)-2-oxoethyl)-2-oxo-1,2-dihydropyridin-3-ylamino)-7-oxohept-2-enoate BrC1=CC(=CS1)C(=O)N[C@@H](CC/C=C/C(=O)OC)C(=O)NC=1C(N(C=CC1)CC(=O)NC1C2CC3CC(CC1C3)C2)=O